Cl.CC(C#C)OCC1CCNCC1 4-((but-3-yn-2-yloxy)methyl)piperidine hydrochloride